NCCN1C(C=CC1=O)=O N-{2-aminoethyl}maleimide